ClC=1C=C2C(C(=CN(C2=CC1N1[C@@H]2C[C@@H]2C[C@@H]1COC1=NC(=CC=C1Cl)C)C=1C=NC(=CC1)N(C)C)C(=O)O)=O 6-chloro-7-[(1R,3R,5R)-3-{[(3-chloro-6-methylpyridin-2-yl)oxy]methyl}-2-azabicyclo[3.1.0]hexan-2-yl]-1-[6-(dimethyl-amino)pyridin-3-yl]-4-oxoquinoline-3-carboxylic acid